di(tertiary butyl) peroxide C(C)(C)(C)OOC(C)(C)C